3-(diethylamino)-1-propanol C(C)N(CCCO)CC